dimethyl-bis-sec-butyl-aminosilane CN([SiH](C(C)CC)C(C)CC)C